decyldecylphosphonic acid C(CCCCCCCCC)C(CCCCCCCCC)P(O)(O)=O